2-methyl-pentylenediamine CC(CN)CCCN